FC(C)(F)C1=NC(=CC(=N1)NC1=CC(=NC=C1OCC1=NOC=C1)NC(C)=O)C N-(4-((2-(1,1-difluoroethyl)-6-methylpyrimidin-4-yl)amino)-5-(isoxazol-3-ylmethoxy)pyridin-2-yl)acetamide